FC1=CC(=CC2=C1OCCO2)[C@H]([C@@H](CN2CCCC2)NC(/C(/CCC2=CC1=CC=C(C=C1C=C2)F)=N/OC)=O)O (E)-N-((1r,2r)-1-(8-fluoro-2,3-dihydrobenzo[b][1,4]dioxin-6-yl)-1-hydroxy-3-(pyrrolidin-1-yl)propan-2-yl)-4-(6-fluoronaphthalen-2-yl)-2-(methoxyimino)butanamide